C(CCCC)C1=CC=C(C=C1)CN 1-(4-Pentylphenyl)methanamine